Cl.NCC#CC1=CC=C(O1)C(=O)NCCCNC(CCCC[C@@H]1SC[C@@H]2NC(N[C@@H]21)=O)=O 5-(3-aminoprop-1-yn-1-yl)-N-(3-(5-((3aS,4S,6aR)-2-oxohexahydro-1H-thieno[3,4-d]imidazol-4-yl)pentanoylamino)propyl)furan-2-carboxamide hydrochloride